1-butyl-4-hydroxy-2-oxo-1,2-dihydroquinoline-3-carboxylic acid (4-pentanoyl-phenyl)-amide C(CCCC)(=O)C1=CC=C(C=C1)NC(=O)C=1C(N(C2=CC=CC=C2C1O)CCCC)=O